[Si](C)(C)(C(C)(C)C)OCCN(S(=O)(=O)C)C1=CC=C(C=C1)B1OC(C(O1)(C)C)(C)C N-(2-((tert-butyldimethylsilyl)oxy)ethyl)-N-(4-(4,4,5,5-tetramethyl-1,3,2-dioxaborolan-2-yl)phenyl)methanesulfonamide